C(=O)OC1=NC=CC=C1CCN(C)C 3-(2-(dimethylamino)ethyl)pyridin-2-ol formate